FC1(CC(CNC1)C1=NC=2C(=NC=CC2C2CCN(CC2)C=O)N1)F [4-[2-(5,5-difluoro-3-piperidyl)-3H-imidazo[4,5-b]pyridin-7-yl]-1-piperidyl]methanone